C(CCCCCCCC=CC=CCCC)O 9,11-pentadecadienol